N(C1=CC=CC=C1)C(=O)O anilinecarboxylic acid